(4'-hydroxyphenyl)-2,3-naphthyridine OC1=CC=C(C=C1)C1=NN=CC2=CC=CC=C12